C(C(C)(C=CC[C@@H](C)[C@H]1CC[C@H]2[C@@H]3CC[C@@H]4CCCC[C@]4(C)[C@H]3CC[C@]12C)O)(O)(O)O 5β-cholestenetetrol